(2-methylpentane-1,5-diyl)-bisaspartic acid tetraethyl ester C(C)OC([C@@H](NCC(CCCN[C@@H](CC(=O)OCC)C(=O)OCC)C)CC(=O)OCC)=O